O=C1NC(CCC1N1C(C2=CC=C(C=C2C1=O)NCCC[C@@H]1C[C@H](C1)N1N=CC(=C1)C1=NC2=CC=C(C=C2N=C1)N1CCNCC1)=O)=O 2-(2,6-dioxopiperidin-3-yl)-5-((3-(trans-3-(4-(6-(piperazin-1-yl)quinoxalin-2-yl)-1H-pyrazol-1-yl)cyclobutyl)propyl)amino)isoindoline-1,3-dione